C[C@H]1CC=2C(CN1)=C(ON2)C2=NC=CC=N2 (S)-6-Methyl-3-(pyrimidin-2-yl)-4,5,6,7-tetrahydroisoxazolo[4,3-c]pyridine